C(#N)C1=NC=CC(=N1)C1(CCCCC1)NC(OCC1=CC=C(C=C1)F)=O 4-fluorobenzyl (1-(2-cyanopyrimidin-4-yl)cyclohexyl)carbamate